ClC=1C=C(C=CC1C1=C(C=NC=C1C)C)NC([C@H](C(C1=CC=CC=C1)C1=CC=CC=C1)NC(OC(C)(C)C)=O)=O tert-butyl (S)-(1-((3-chloro-4-(3,5-dimethylpyridin-4-yl)phenyl)amino)-1-oxo-3,3-diphenylpropan-2-yl)carbamate